OC1(CC2C(CN(C2)C(C2=CC=C(C=C2)C2(COC2)O)=O)C1)C1=CC=C(C(=O)OC)C=C1 Methyl 4-(5-hydroxy-2-(4-(3-hydroxyoxetan-3-yl)benzoyl) octahydrocyclopenta[c]pyrrol-5-yl)benzoate